dicyclohexyl[2',4',6'-tris(propan-2-yl)[1,1'-biphenyl]-2-yl]phosphine C1(CCCCC1)P(C1=C(C=CC=C1)C1=C(C=C(C=C1C(C)C)C(C)C)C(C)C)C1CCCCC1